ClC=1C=C(OC2=C3CC(C(C3=C(C=C2)OC(F)(F)F)O)(F)F)C=C(C1)F 4-(3-chloro-5-fluoro-phenoxy)-2,2-difluoro-7-(trifluoromethoxy)indan-1-ol